2-bromo-7-methyl-6,7-dihydro-5H-cyclopenta[b]pyridine-4-carbaldehyde BrC1=CC(=C2C(=N1)C(CC2)C)C=O